C(CCCC\C=C/C\C=C/C\C=C/C\C=C/CC)(=O)O Cis-stearidonic acid